Dikalium sulfat S(=O)(=O)([O-])[O-].[K+].[K+]